C(C)OC=1C=C(C=C(C1)OCC)C1=CC(=NN1C=1C=CC=C2C=NN(C12)C)COC(C(=O)OC)(C)C Methyl 2-([5-(3,5-diethoxyphenyl)-1-(1-methyl-1H-indazol-7-yl)-1H-pyrazol-3-yl]methoxy)-2-methylpropanoate